(R)-1-bromopyrrolidin-3-ol BrN1C[C@@H](CC1)O